OC(C)C1=CC(=NC=C1)NC([O-])=O (4-(1-hydroxyethyl)pyridin-2-yl)carbamate